ClC=1SC(=CN1)COC1=C(OC2=CC=C(C=C2C1=O)F)C1=CC=C(C=C1)OC 3-((2-chlorothiazol-5-yl)methoxy)-6-fluoro-2-(4-methoxyphenyl)-4H-chromen-4-one